COC1=C(OC=2C=C(C(=O)O)C=C(C2)C(F)(F)F)C=CC(=C1)C1C=2C(NC(C1)=O)=NNC2 3-(2-Methoxy-4-{6-oxo-2H,4H,5H,6H,7H-pyrazolo[3,4-b]pyridin-4-yl}phenoxy)-5-(trifluoromethyl)benzoic acid